2-bromo-N,N-dimethylbenzamide BrC1=C(C(=O)N(C)C)C=CC=C1